(6-((2-(1H-pyrazol-1-yl)benzyl)amino)-9-isopropyl-9H-purin-2-yl)piperidine-4-carboxamide N1(N=CC=C1)C1=C(CNC2=C3N=CN(C3=NC(=N2)N2CCC(CC2)C(=O)N)C(C)C)C=CC=C1